NC1=C(C=2C(=NC=C(C2S1)F)C=1C2=C(C=3C=NC(=NC3C1F)N1C3(CC3)C(CC1)N(C)C)COC2)C#N 2-Amino-4-(3-(7-(dimethylamino)-4-azaspiro[2.4]heptan-4-yl)-5-fluoro-7,9-dihydrofuro[3,4-f]quinazolin-6-yl)-7-fluorothieno[3,2-c]pyridine-3-carbonitrile